1-[3-acetyl-6-[5-[(6-methylpyridazin-3-yl)amino]benzimidazol-1-yl]-2-pyridinyl]-3-methyl-pyrazole-4-carbonitrile C(C)(=O)C=1C(=NC(=CC1)N1C=NC2=C1C=CC(=C2)NC=2N=NC(=CC2)C)N2N=C(C(=C2)C#N)C